1-(6,7-dihydro-5H-benzo[6,7]cyclohepta[1,2-c]pyridazin-3-yl)-N3-(3-fluoro-4-(4-pyrrolidin-1-ylpiperidin-1-yl)phenyl)-1H-1,2,4-triazole-3,5-diamine N1=NC(=CC2=C1C1=C(CCC2)C=CC=C1)N1N=C(N=C1N)NC1=CC(=C(C=C1)N1CCC(CC1)N1CCCC1)F